2-(4-((3S)-1-((2-(2,6-dioxopiperidin-3-yl)-1,3-dioxoisoindolin-5-yl)methyl)piperidin-3-yl)phenyl)-2H-indazole-7-carboxamide O=C1NC(CCC1N1C(C2=CC=C(C=C2C1=O)CN1C[C@@H](CCC1)C1=CC=C(C=C1)N1N=C2C(=CC=CC2=C1)C(=O)N)=O)=O